CC1(NC[C@@H]1OC=1C(=CC(=NC1)C)C1=CC=2N(C=C1)N=C(C2)NC(=O)C2CC2)C N-[5-[5-[(3S)-2,2-dimethylazetidin-3-yl]oxy-2-methyl-4-pyridyl]pyrazolo[1,5-a]pyridin-2-yl]cyclopropanecarboxamide